ethyl 5-[2-(2-chlorophenyl)-2-hydroxyethyl]-3-ethyl-4-oxo-4,5,6,7-tetrahydropyrazolo[1,5-a]pyrazine-2-carboxylate ClC1=C(C=CC=C1)C(CN1C(C=2N(CC1)N=C(C2CC)C(=O)OCC)=O)O